NCC1=NNC(C2=CC=C(C=C12)C=1C=NN(C1C1=C(C2=C(OC[C@@H]3N2CCC3)C=C1F)C#N)C([2H])([2H])[2H])=O (R)-8-(4-(4-(aminomethyl)-1-oxo-1,2-dihydrophthalazin-6-yl)-1-(methyl-d3)-1H-pyrazol-5-yl)-7-fluoro-2,3,3a,4-tetrahydro-1H-benzo[b]pyrrolo[1,2-d][1,4]oxazine-9-carbonitrile